C(C)O[Si](CCCN1C=NCC1)(OCC)OCC Triethoxy-3-(2-imidazolin-1-yl)propylsilane